NC=1C=C(C(=C2CCC(C(C12)=O)(C)CO)C)F 8-amino-6-fluoro-2-(hydroxymethyl)-2,5-dimethyl-3,4-dihydro-naphthalen-1(2H)-one